ClC1=C(C=CC=C1)/C=C(\C(=O)C=1C=CC2=C(CC(O2)(C)C)C1)/C(F)(F)F (E)-3-(2-chlorophenyl)-1-(2,2-dimethyl-2,3-dihydrobenzofuran-5-yl)-2-(trifluoromethyl)prop-2-en-1-one